N-[5-[6-(cyclopropylmethoxy)pyridin-3-yl]-4-fluoro-2-[rac-(3R,5R)-3,4,5-trimethylpiperazin-1-yl]phenyl]-6-oxo-4-(trifluoromethyl)-1H-pyridine-3-carboxamide C1(CC1)COC1=CC=C(C=N1)C=1C(=CC(=C(C1)NC(=O)C1=CNC(C=C1C(F)(F)F)=O)N1C[C@H](N([C@@H](C1)C)C)C)F |r|